O1C2=C(OCC1)C=C(C=C2)[C@H]([C@@H](CN2CCCC2)NC(=O)[C@H]2CN(CC2)C2CCOCC2)O (R)-N-((1R,2R)-1-(2,3-dihydrobenzo[b][1,4]dioxin-6-yl)-1-hydroxy-3-(pyrrolidin-1-yl)propan-2-yl)-1-(tetrahydro-2H-pyran-4-yl)pyrrolidine-3-carboxamide